C1(CC1)C1=NN(C=N1)C1CC2(CN(C2)C(=O)N2CC3(C2)CN(C3)CC=3C(=NOC3)C(F)(F)F)C1 [6-(3-cyclopropyl-1,2,4-triazol-1-yl)-2-azaspiro[3.3]heptan-2-yl]-[6-[[3-(trifluoromethyl)isoxazol-4-yl]methyl]-2,6-diazaspiro[3.3]heptan-2-yl]methanone